ClC=1SC2=C(C1)CC(CC2)NC 2-chloro-N-methyl-4,5,6,7-tetrahydrobenzothiophen-5-amine